OCC1(COC1)O 3-Hydroxymethyl-oxetan-3-ol